(Z)-2-(phenylethynyl)thiazole-4-carbaldehyde oxime C1(=CC=CC=C1)C#CC=1SC=C(N1)\C=N/O